FC1=C(C=CC(=C1)[C@@H](C(=O)N[C@@H](CC1=CC=CC=C1)CNC1CC(NC(C1)(C)C)(C)C)C)C1=CC=CC=C1 (S)-2-(2-fluoro-[1,1'-biphenyl]-4-yl)-N-((S)-1-phenyl-3-((2,2,6,6-tetramethylpiperidin-4-yl)amino)propan-2-yl)propanamide